COC1=C(C=NC=C1)C(C(=O)O)C (4-methoxypyridin-3-yl)propionic acid